5-methylpiperidine-2,4-dione CC1C(CC(NC1)=O)=O